5-fluoro-7-methoxy-4-methyl-2H-benzo[b][1,4]oxazin-3(4H)-one FC1=CC(=CC=2OCC(N(C21)C)=O)OC